1,5,8,12-tetrakis[2,4-bis(N-butyl-N-(2,2,6,6-tetramethyl-4-piperidyl)amino)-1,3,5-triazin-6-yl]-1,5,8,12-tetraazadodecane C(CCC)N(C1CC(NC(C1)(C)C)(C)C)C1=NC(=NC(=N1)N(CCCC)C1CC(NC(C1)(C)C)(C)C)NCCCN(CCN(CCCNC1=NC(=NC(=N1)N(CCCC)C1CC(NC(C1)(C)C)(C)C)N(CCCC)C1CC(NC(C1)(C)C)(C)C)C1=NC(=NC(=N1)N(CCCC)C1CC(NC(C1)(C)C)(C)C)N(CCCC)C1CC(NC(C1)(C)C)(C)C)C1=NC(=NC(=N1)N(CCCC)C1CC(NC(C1)(C)C)(C)C)N(CCCC)C1CC(NC(C1)(C)C)(C)C